(S)-(4-(benzo[d]oxazol-2-yl)-6,7-dihydro-1H-imidazo[4,5-c]pyridin-5(4H)-yl)(3-(difluoromethyl)-1-methyl-1H-pyrazol-5-yl)methanone O1C(=NC2=C1C=CC=C2)[C@H]2N(CCC1=C2N=CN1)C(=O)C1=CC(=NN1C)C(F)F